[2-(methacryloyloxy)ethyl]dimethyl-ammonium (4-chlorophenoxy)acetoate ClC1=CC=C(OCC(=O)[O-])C=C1.C(C(=C)C)(=O)OCC[NH+](C)C